barium montanate C(CCCCCCCCCCCCCCCCCCCCCCCCCCC)(=O)[O-].[Ba+2].C(CCCCCCCCCCCCCCCCCCCCCCCCCCC)(=O)[O-]